tert-butyl 2-[2-(4-{4-amino-3-[4-(difluoromethanesulfonamido)-3-[(1S)-1-(4-fluorophenyl) ethoxy]phenyl]-1-methyl-1H-pyrazolo[4,3-c]pyridin-7-yl}-1H-pyrazol-1-yl)ethoxy]acetate NC1=NC=C(C2=C1C(=NN2C)C2=CC(=C(C=C2)NS(=O)(=O)C(F)F)O[C@@H](C)C2=CC=C(C=C2)F)C=2C=NN(C2)CCOCC(=O)OC(C)(C)C